(S)-N-(4-((2-Oxabicyclo[2.1.1]hexan-4-yl)methoxy)-3-chloro-2-fluorophenyl)-6-(pyrrolidin-3-yloxy)pyrido[3,2-d]pyrimidin-4-amine C12OCC(C1)(C2)COC2=C(C(=C(C=C2)NC=2C1=C(N=CN2)C=CC(=N1)O[C@@H]1CNCC1)F)Cl